3-(pyridazin-4-yl)-7,8-dihydro-1,6-naphthyridin N1=NC=C(C=C1)C=1C=NC=2CCN=CC2C1